difluoromethyl-pyrrolo[1,2-a]indole FC(F)C1=CCN2C1=CC=1C=CC=CC21